COC(=O)C1=C(N=C(O1)C1=C(C(=CC=C1)Br)C)C 2-(3-bromo-2-methyl-phenyl)-4-methyl-oxazole-5-carboxylic acid methyl ester